FC1=C(OC=2C=C3C(N(C=NC3=CC2)C2COC3(C2)CCN(CC3)C(=O)OC(C)(C)C)=O)C(=CC=C1NC(C(F)(F)F)=O)F tert-butyl 3-[6-[2,6-difluoro-3-[(2,2,2-trifluoroacetyl)amino]phenoxy]-4-oxo-quinazolin-3-yl]-1-oxa-8-azaspiro[4.5]decane-8-carboxylate